(S)-7,8-Dichloro-5-(2,2-difluoropropyl)-10-(2-methyl-2H-1,2,3-triazol-4-yl)-3,4,5,6-tetrahydroazepino[4,5-b]indol-2(1H)-one ClC1=C(C=C(C=2C3=C(NC12)[C@H](CNC(C3)=O)CC(C)(F)F)C3=NN(N=C3)C)Cl